FC=1C(NC(N(C1)[C@H]1C[C@@H]([C@H](O1)[C@@H](C=C)O[P@@](=O)(OC1=CC=CC=C1)N[C@@H](C)C(=O)OCC1=CC=CC=C1)O)=O)=O benzyl ((R)-(((R)-1-((2S,3S,5R)-5-(5-fluoro-2,4-dioxo-3,4-dihydropyrimidin-1(2H)-yl)-3-hydroxytetrahydrofuran-2-yl)allyl)oxy)(phenoxy)phosphoryl)-L-alaninate